ClCC=1C=C(C=CC1OC1=CC=CC=C1)N1C(N(C(NC1=O)=O)C1=CC=CC=C1)=O 1-[3-(Chloromethyl)-4-phenoxyphenyl]-3-phenyl-1,3,5-triazinane-2,4,6-trione